(S)-4-(((S)-2-fluoro-3-methoxypropyl)(4-(5,6,7,8-tetrahydro-1,8-naphthyridin-2-yl)butyl)amino)-2-(pyridin-2-ylamino)butanoic acid F[C@@H](CN(CC[C@@H](C(=O)O)NC1=NC=CC=C1)CCCCC1=NC=2NCCCC2C=C1)COC